rac-(1r,2r,4s,5r,6s)-6-hydroxy-N,4-bis(3-(trifluoromethyl)phenyl)-8-oxatricyclo[3.2.1.02,4]octane-2-carboxamide O[C@@H]1[C@H]2[C@@]3(C[C@@]3([C@@H](C1)O2)C(=O)NC2=CC(=CC=C2)C(F)(F)F)C2=CC(=CC=C2)C(F)(F)F |r|